O[C@H]1[C@@H](O[C@@H]([C@H]1O)CO)N1C2=NC=NC(=C2N=C1)NCCCCCC(C(=O)O)\C=C\C.O=C[C@H](O)[C@H](O)[C@H](O)CO ribose 5-{9-[(2R,3R,4S,5R)-3,4-Dihydroxy-5-(hydroxymethyl)tetrahydrofur-2-yl]-N-adenineyl}pentyl-(E)-3-pentenoate